C(CCCCCCCCCCCCCCCCCCC(C)C)N=C=O isodocosyl isocyanate